F[C@H]1CC2(CC(CN2C1)=C)CO ((2S)-2-fluoro-6-methylenetetrahydro-1H-pyrrolizin-7a(5H)-yl)methanol